ClC1=CC=C(C=C1)C1=CC(=NC(=N1)C=1C=NC=CC1)N1C[C@H]([C@@H](CC1)CO)O (3S,4S)-1-(6-(4-chlorophenyl)-2-(pyridin-3-yl)pyrimidin-4-yl)-4-(hydroxymethyl)piperidin-3-ol